FC1=C(C=CC=C1F)CCC(=O)NC1=CC=C(C=C1)C=1N=CNC1 [(2,3-difluorophenyl)methyl]-N-[4-(1H-imidazol-4-yl)phenyl]acetamide